3-((2-(2-(2-mercaptoethoxy)ethoxy)ethyl)thio)-1-(2,6,6-trimethylcyclohex-3-en-1-yl)butan-1-one SCCOCCOCCSC(CC(=O)C1C(C=CCC1(C)C)C)C